6-Methyl-N-[2-[[3-(4-piperidyloxy)phenoxy]methyl]phenyl]thieno[2,3-b]pyrrole-5-carboxamide CN1C2=C(C=C1C(=O)NC1=C(C=CC=C1)COC1=CC(=CC=C1)OC1CCNCC1)C=CS2